dimethylsilyl-(1,3-dimethyl-inden-2-yl)(2-phenyl-cyclopenta[a]naphthalen-3-yl)zirconium dichloride [Cl-].[Cl-].C[SiH](C)[Zr+2](C1=C(CC=2C1=CC=C1C=CC=CC21)C2=CC=CC=C2)C=2C(C1=CC=CC=C1C2C)C